CC1=C(C=CC(=C1)OC1=CC=CC=C1)C1SC=2N=CC=C3NC(NC1C23)=O (2-methyl-4-phenoxyphenyl)-4-oxo-4,5-dihydro-3H-1-thia-3,5,8-triazaAcenaphthene